Tert-butyl N-[5-[4-(2,4-dioxohexahydropyrimidin-1-yl)phenyl]pentyl]carbamate O=C1N(CCC(N1)=O)C1=CC=C(C=C1)CCCCCNC(OC(C)(C)C)=O